C(C)(C)C1CN(C1)C(=O)OC1CCC(CC1)C(N(CC12CCC(CC1)(CC2)C2=CC(=C(C=C2)OC)C)C2=NC=CC(=C2)C=2C=NN(C2)C(C)C)=O 4-((4-(1-Isopropyl-1H-pyrazol-4-yl)pyridin-2-yl)((4-(4-methoxy-3-methylphenyl)bicyclo[2.2.2]octan-1-yl)methyl)carbamoyl)cyclohexyl trans-3-isopropyl-azetidine-1-carboxylate